2-((2,4-difluorophenoxy)methyl)-5-(1H-tetrazol-5-yl)pyridine tert-butyl-(2-hydrazineyl-2-oxoethyl)carbamate C(C)(C)(C)N(C(O)=O)CC(=O)NN.FC1=C(OCC2=NC=C(C=C2)C2=NN=NN2)C=CC(=C1)F